C(#N)C1=CC=2N(N=C1)C(=CC2)C2=CC(=C(C=N2)C2=NN=C(S2)N2CC1CCC(C2)N1C(=O)OC(C)(C)C)NCC tert-butyl 3-[5-(6-{3-cyanopyrrolo[1,2-b]pyridazin-7-yl}-4-(ethylamino)pyridin-3-yl)-1,3,4-thiadiazol-2-yl]-3,8-diazabicyclo[3.2.1]octane-8-carboxylate